6-(3,5-dimethylpyrazol-1-yl)-2-[[1-[(1-hydroxycyclopentyl)methyl]azetidin-3-yl]methyl]pyridazin-3-one CC1=NN(C(=C1)C)C=1C=CC(N(N1)CC1CN(C1)CC1(CCCC1)O)=O